(S)-Methyl 2-(3-(bromomethyl)-2-chlorophenoxy)propanoate BrCC=1C(=C(O[C@H](C(=O)OC)C)C=CC1)Cl